C1(=CC=CC=C1)B(O)O.C(CO)O ethyleneglycol phenylboronate